C(N)(=O)C=1C=C(C(=C2C(=C(NC12)C)C)C1=C2CCN(CC2=CC=C1)C(=O)OC(C)(C)C)F tert-Butyl 5-(7-carbamoyl-5-fluoro-2,3-dimethyl-1H-indol-4-yl)-3,4-dihydroisoquinoline-2(1H)-carboxylate